3,3'-bipyridinium [NH+]1=CC(=CC=C1)C=1C=[NH+]C=CC1